(±)-methyl 2-bromo-2-(3-bromophenyl)acetate Br[C@@H](C(=O)OC)C1=CC(=CC=C1)Br |r|